6-chloro-N-[5-(3,3-difluoropropyl)-4-methoxy-pyrimidin-2-yl]-7-fluoro-1H-indole-3-sulfonic acid amide ClC1=CC=C2C(=CNC2=C1F)S(=O)(=O)NC1=NC=C(C(=N1)OC)CCC(F)F